N-(3-(3,4-dihydroisoquinolin-2(1H)-yl)-2-hydroxypropyl)-5-(3-phenylpropionyl)-4,5,6,7-tetrahydrothieno[3,2-c]pyridine-2-carboxamide C1N(CCC2=CC=CC=C12)CC(CNC(=O)C1=CC=2CN(CCC2S1)C(CCC1=CC=CC=C1)=O)O